N-phenoxycarbonyl-N-trifluoromethylglycine O(C1=CC=CC=C1)C(=O)N(CC(=O)O)C(F)(F)F